nicotine racemic-mandelate C([C@H](O)C1=CC=CC=C1)(=O)O.N1=CC=CC(=C1)C1N(C)CCC1 |r|